FC(C(/C=C/[C@H]1[C@@H](C[C@H]2[C@@H]1CCCC1=C(O2)C=C(C=C1)C(=O)O)O)O)(CCCC)F (2R,3R,3aR,11aS)-3-[(1E,3ξ)-4,4-difluoro-3-hydroxy-1-octen-1-yl]-2-hydroxy-1,2,3,3a,4,5,6,11a-octahydrobenzo[b]cyclopenta[g]oxocine-9-carboxylic acid